FC(C1=NN=C(O1)C(=O)OCC)(C1=CC=CC=C1)F ethyl 5-(difluoro (phenyl) methyl)-1,3,4-oxadiazole-2-carboxylate